CC1=NN(C(=C1)C)C=1C=C(C=CC1)C(CC(=O)O)CN1C[C@@H](CC1)CCC1=NC=2NCCCC2C=C1 3-(3-(3,5-Dimethyl-1H-Pyrazol-1-Yl)Phenyl)-4-((R)-3-(2-(5,6,7,8-Tetrahydro-1,8-Naphthyridin-2-Yl)Ethyl)Pyrrolidin-1-Yl)Butanoic Acid